Nickel(II) Bromide [Ni](Br)Br